3-[3-methyl-2-oxo-5-[1-(4-piperidylmethyl)-4-piperidyl]benzimidazol-1-yl]piperidine CN1C(N(C2=C1C=C(C=C2)C2CCN(CC2)CC2CCNCC2)C2CNCCC2)=O